S(=O)(=O)([O-])OOS(=O)(=O)[O-].[K+].[K+] kalium persulfate